C=C1C(OC(C1C1=CC=CC=C1)C1=CC=CC2=CC=CC=C12)=O 3-methylene-5-(naphthalen-1-yl)-4-phenyldihydrofuran-2(3H)-one